C(C)(=O)C=1C=2N(N=C(C1)C)C(C(=C(N2)CC)C)=O 9-Acetyl-2-ethyl-3,7-dimethyl-4H-pyrimido[1,2-b]pyridazin-4-one